C(C)(C)C1=CC=CC(=N1)NC=1C=C2C=CNC2=CC1 N-(6-isopropylpyridin-2-yl)-1H-indol-5-amine